Cl.Cl.CN1N=CC(=C1)C=1C=C(C=2N(C1)N=CC2C#N)C2=CC=C(C=C2)N2CCNCC2 6-(1-methylpyrazol-4-yl)-4-(4-piperazin-1-ylphenyl)pyrazolo[1,5-a]pyridine-3-carbonitrile dihydrochloride